O=C1N(CCC2=C1C=NN2C2=CC(=NC=C2)[Sn](C)(C)C)C(=O)OC(C)(C)C tert-butyl 4-oxo-1-(2-(trimethylstannyl)pyridin-4-yl)-1,4,6,7-tetrahydro-5H-pyrazolo[4,3-c]pyridine-5-carboxylate